ClC1=C(NC2=C(N=CC(=C21)Cl)OC)C(=O)OCC Ethyl 3,4-dichloro-7-methoxy-1H-pyrrolo[2,3-c]pyridine-2-carboxylate